1-(3-Methoxyazetidine-1-yl)-2-(2-phenyl-1,2,3,4-tetrahydroquinoline-6-yl)ethane-1-one COC1CN(C1)C(CC=1C=C2CCC(NC2=CC1)C1=CC=CC=C1)=O